5-(3-(6-acetyl-3,4-dihydroquinolin-1(2H)-yl)-1,2,4-oxadiazol-5-yl)-2-isopropoxy-benzonitrile C(C)(=O)C=1C=C2CCCN(C2=CC1)C1=NOC(=N1)C=1C=CC(=C(C#N)C1)OC(C)C